3-chloro-5-methylbenzeneboronic acid ClC=1C=C(C=C(C1)C)B(O)O